5-(((2S)-1-(3-oxo-3-(3-(trifluoromethyl)-5,6,6a,7,9,10-hexahydro-8H-pyrazino[1,2-a][1,8]naphthyridin-8-yl)propoxy)prop-2-yl)amino)-4-(trifluoromethyl)pyridazin-3(2H)-one O=C(CCOC[C@H](C)NC1=C(C(NN=C1)=O)C(F)(F)F)N1CC2N(C=3N=CC(=CC3CC2)C(F)(F)F)CC1